6-(3-(3-((2-(trifluoromethoxy)phenyl)sulfonyl)propanoyl)-3,8-diazabicyclo-[3.2.1]octan-8-yl)nicotinonitrile FC(OC1=C(C=CC=C1)S(=O)(=O)CCC(=O)N1CC2CCC(C1)N2C2=NC=C(C#N)C=C2)(F)F